ClC1=CC=C(C=C1)C=1N=C2N(C=CC=N2)C1CN1CC2CCC(C1)N2C(=O)NC2=C(C=C(C(=C2)Cl)OC)Cl 3-{[2-(4-chlorophenyl)imidazo[1,2-a]pyrimidin-3-yl]methyl}-N-(2,5-dichloro-4-methoxyphenyl)-3,8-diazabicyclo[3.2.1]octane-8-carboxamide